Calcium Glycinat NCC(=O)[O-].[Ca+2].NCC(=O)[O-]